N1N=CC(=C1)/C=C/C(=O)OCC Ethyl (E)-3-(1H-pyrazol-4-yl)acrylate